1-(3-(4-methoxyphenyl)propyl)guanidine hydrochloride Cl.COC1=CC=C(C=C1)CCCNC(=N)N